7-Bromo-6-oxo-5,6-dihydro-1,5-naphthyridine-3-carboxylic acid ethyl ester C(C)OC(=O)C=1C=NC=2C=C(C(NC2C1)=O)Br